C(C1=CC=CC=C1)N1C(\C(\C2=CC=C(C=C12)C(=O)NCC1CCOCC1)=C/C=1NC(=CC1C)C)=O (Z)-1-benzyl-3-((3,5-dimethyl-1H-pyrrol-2-yl)methylene)-2-oxo-N-((tetrahydro-2H-pyran-4-yl)methyl)indole-6-carboxamide